(tert-butyl 2-((5-cyclopropyl-1-methyl-4-oxo-4,5,6,7-tetrahydro-2H-pyrrolo[3,4-c]pyridin-2-yl) methyl)-3-fluoroallyl) carbamate C(N)(OCC(=C(F)C(C)(C)C)CN1C=C2C(N(CCC2=C1C)C1CC1)=O)=O